(R)-4-oxopiperidine-1,2-dicarboxylic acid 1-(tert-butyl) ester 2-methyl ester COC(=O)[C@@H]1N(CCC(C1)=O)C(=O)OC(C)(C)C